monooctyl trimellitate C(C=1C(C(=O)[O-])=CC(C(=O)[O-])=CC1)(=O)OCCCCCCCC